(1S,2S)-N-(6-((R)-1-cyanospiro[2.2]pentan-1-yl)isoquinolin-3-yl)-5-oxaspiro[2.4]heptane-1-carboxamide C(#N)[C@@]1(CC12CC2)C=2C=C1C=C(N=CC1=CC2)NC(=O)[C@H]2CC21COCC1